CN1CCC2(CCN(C2)S(=O)(=O)C2=C(C=CC=C2)[N+](=O)[O-])CC1 8-Methyl-2-((2-nitrophenyl)sulfonyl)-2,8-diazaspiro[4.5]decane